(S)-2-(2-cyanoacetamido)succinic acid C(#N)CC(=O)N[C@H](C(=O)O)CC(=O)O